4-bromo-6,7-dihydroisoquinoline BrC1=CN=CC2=CCCC=C12